5-chloro-6-[(2-oxopyrrolidine-1-yl)methyl]-2,4(1H,3H)-pyrimidinedione chloride [Cl-].ClC=1C(NC(NC1CN1C(CCC1)=O)=O)=O